4-Fluoro-N,6-dimethyl-5-(3-(1-methyl-1H-pyrazol-4-yl)-1H-pyrazolo[3,4-c]pyridin-5-yl)-2,3-dihydro-1H-inden-1-amine FC1=C2CCC(C2=CC(=C1C=1C=C2C(=CN1)NN=C2C=2C=NN(C2)C)C)NC